tert-Butyl (2S)-methyl-4-(((trifluoromethyl)sulfonyl)oxy)-3,6-dihydropyridine-1(2H)-carboxylate C[C@@H]1N(CC=C(C1)OS(=O)(=O)C(F)(F)F)C(=O)OC(C)(C)C